COC1=C(C(=C(C(=C1OC)OC)OC)C(C=CC1=CC=CC=C1)=O)[O-] 2,3,4,5-tetramethoxy-6-(1-oxo-3-phenylprop-2-enyl)phenolate